4-(3',6'-dihydro[3,4'-bipyridine]-1'(2'H)-yl)-1-methyl-2-oxo-1,2-dihydroquinoline-3-carbonitrile N1=CC(=CC=C1)C=1CCN(CC1)C1=C(C(N(C2=CC=CC=C12)C)=O)C#N